7-(4-(Piperidin-1-yl)phenylamino)-2H-benzo[b][1,4]oxazin-3(4H)-one N1(CCCCC1)C1=CC=C(C=C1)NC=1C=CC2=C(OCC(N2)=O)C1